(1-methyl-1H-pyrazol-4-yl)guanidine hydrochloride Cl.CN1N=CC(=C1)NC(=N)N